O=C1C=2NC(=NC2N2C(N1CCC)=NC=C2)CC=2C=C(C(=O)O)C=CC2 3-[[4-oxo-5-propyl-3H-imidazo[2,1-b]purin-yl]methyl]benzoic acid